C(C1=CC=CC=C1)OC1=NN2C(C=3N([C@H](C2)C)C=NC3)=C1 (S)-9-(benzyloxy)-5-methyl-5,6-dihydroimidazo[1,5-a]pyrazolo[5,1-c]pyrazine